(R)-1-((7-cyano-2-(3'-(3-(((R)-3-hydroxypyrrolidin-1-yl)methyl)-1,7-naphthyridin-8-ylamino)-2,2'-dimethylbiphenyl-3-yl)benzo[d]oxazol-5-yl)methyl)pyrrolidine-3-carboxylic acid C(#N)C1=CC(=CC=2N=C(OC21)C=2C(=C(C=CC2)C2=C(C(=CC=C2)NC=2N=CC=C1C=C(C=NC21)CN2C[C@@H](CC2)O)C)C)CN2C[C@@H](CC2)C(=O)O